C1=C(C=CC2=CC=CC=C12)/C=C/C1=NC=CC=C1 (E)-2-(2-(naphthalen-2-yl)vinyl)pyridine